C(CCC)S(=O)(=O)OC1=C(OC(C1=O)C1=CC=C(C=C1)Cl)N 2-amino-5-(4-chlorophenyl)-4-oxo-4,5-dihydrofuran-3-yl butane-1-sulfonate